1-[9-ethyl-6-(2-methylbenzoyl)-9H-carbazol-3-yl]-thiophenylmethane-1-one oxime C(C)N1C2=CC=C(C=C2C=2C=C(C=CC12)S1C(=CC=C1)C=NO)C(C1=C(C=CC=C1)C)=O